(3-((2S,3S)-1-methyl-5-oxo-2-(pyridin-3-yl)pyrrolidine-3-carboxamido)propyl)carbamic acid tert-butyl ester C(C)(C)(C)OC(NCCCNC(=O)[C@@H]1[C@H](N(C(C1)=O)C)C=1C=NC=CC1)=O